N-{[6-({[(3,3-difluorocyclobutyl)methyl]amino}methyl)imidazo[1,2-a]pyridin-2-yl]methyl}-1H-pyrrolo[2,3-b]pyridine-5-carboxamide FC1(CC(C1)CNCC=1C=CC=2N(C1)C=C(N2)CNC(=O)C=2C=C1C(=NC2)NC=C1)F